tert-butyl 1'-(2,2,2-trifluoroethyl)-1,2-dihydrospiro[indole-3,4'-piperidine]-1-carboxylate FC(CN1CCC2(CC1)CN(C1=CC=CC=C12)C(=O)OC(C)(C)C)(F)F